OCC1CCN(CC1)C=1C=CC(=NC1)NC1=C2C(=NC(=C1)OC=1C(=CC(=NC1)C#N)C)N(C=N2)C 5-[7-[[5-[4-(hydroxymethyl)-1-piperidyl]-2-pyridyl]amino]-3-methyl-imidazo[4,5-b]pyridin-5-yl]oxy-4-methyl-pyridine-2-carbonitrile